(3S)-Methyl 3-(4-(2,6-dimethylhept-2-en-4-yl)-3-nitrophenyl)pentanoate CC(C)=CC(CC(C)C)C1=C(C=C(C=C1)[C@H](CC(=O)OC)CC)[N+](=O)[O-]